[Si](C1=CC=CC=C1)(C1=CC=CC=C1)(C(C)(C)C)OC[C@H]1N(C[C@@H](C1)C#N)C(=O)OC(C)(C)C tert-butyl (2S,4R)-2-(((tert-butyldiphenylsilyl)oxy)methyl)-4-cyanopyrrolidine-1-carboxylate